N-(5-chloro-2-(pyrimidin-2-ylmethoxy)benzyl)-1-(piperidin-4-yl)methanamine hydrochloride Cl.ClC=1C=CC(=C(CNCC2CCNCC2)C1)OCC1=NC=CC=N1